(1s,3as,6ar)-3-oxooctahydropyrrolo[3,4-C]pyrrole-1-carboxamide O=C1N[C@@H]([C@H]2CNC[C@H]21)C(=O)N